C(CCC)NC=1C2=C(N=C(N1)N)C=NN2CC2=C(C=CC(=C2)CN(CCNC)C)OC N7-butyl-1-{[2-methoxy-5-({methyl[2-(methylamino)-ethyl]amino}methyl)phenyl]methyl}-1H-pyrazolo[4,3-d]pyrimidine-5,7-diamine